C(C)(C)(C)OC(=O)N1C[C@@H](N(CC1)C=1C2=C(N=CN1)N(C=C2C2=NC=CC=C2)S(=O)(=O)CC2=CC=CC=C2)C (S)-3-methyl-4-(5-(pyridin-2-yl)-7-toluenesulfonyl-7H-pyrrolo[2,3-d]pyrimidin-4-yl)piperazine-1-carboxylic acid tert-butyl ester